CC=1C(=NC=CC1)NC 3-methyl-2-methylamino-pyridine